4-(1H-imidazole-1-yl)benzaldehyde N1(C=NC=C1)C1=CC=C(C=O)C=C1